CC=1C(=NN(C1)CCN(CCO)C(=O)OC(C)(C)C)C(=O)O.C(C)(C)(C)OC(=O)N(CCN1N=C(C=C1)C(=O)OC)CCO Methyl 1-(2-((tert-butoxycarbonyl)(2-hydroxyethyl)amino)ethyl)-1H-pyrazole-3-carboxylate (Methyl 1-(2-((tert-butoxycarbonyl)(2-hydroxyethyl)amino)ethyl)-1H-pyrazole-3-carboxylate)